1-(6-(2-methylbenzoyl)-9-ethylcarbazol-3-yl)-1-cyclohexyl-methane-1-one-oxime acetate C(C)(=O)O.CC1=C(C(=O)C=2C=C3C=4C=C(C=CC4N(C3=CC2)CC)C(=NO)C2CCCCC2)C=CC=C1